1-(2,2,2-trifluoroethyl)-1H-indazole-6-carboxylate FC(CN1N=CC2=CC=C(C=C12)C(=O)[O-])(F)F